NC1=NC(=NC=C1)N1C[C@H]([C@](CC1)(O)C)F (3r,4s)-1-(4-aminopyrimidin-2-yl)-3-fluoro-4-methylpiperidin-4-ol